Racemic-2,8-bis{[2-(trifluoromethyl)pyridin-3-yl]methyl}-2,8-diazaspiro[5.5]undecane-1,7-dione FC(C1=NC=CC=C1CN1C(C2(CCC1)C(N(CCC2)CC=2C(=NC=CC2)C(F)(F)F)=O)=O)(F)F